(6,7-difluoroisoquinolin-8-yl)methanol FC=1C=C2C=CN=CC2=C(C1F)CO